C(/C1=CC=CC=C1)=C\1/OC2=C(C1=O)C(=CC(=C2C=2CCN(CC2)C)OC)OC (Z)-2-benzylidene-4,6-dimethoxy-7-(1-methyl-1,2,3,6-tetrahydropyridin-4-yl)benzofuran-3(2H)-one